1,4-dimethyl-2-(4-(methylsulfonyl)phenyl)-1H-benzo[d]imidazole CN1C(=NC2=C1C=CC=C2C)C2=CC=C(C=C2)S(=O)(=O)C